bis[3-(tert-Butoxycarbonylamino)propyl]-(2-tert-butoxy-2-keto-ethyl)-(3-carboxypropyl)ammonium C(C)(C)(C)OC(=O)NCCC[N+](CCCC(=O)O)(CC(=O)OC(C)(C)C)CCCNC(=O)OC(C)(C)C